2-(2-(4-(2-(6,7-Dimethoxy-3,4-dihydroisoquinolin-2(1H)-yl)ethyl)phenyl)-2H-tetrazol-5-yl)-4-(pyridin-3-ylmethoxy)aniline COC=1C=C2CCN(CC2=CC1OC)CCC1=CC=C(C=C1)N1N=C(N=N1)C1=C(N)C=CC(=C1)OCC=1C=NC=CC1